(3S)-3-ethyl-5-fluoro-2-[(8-methyl-8-azabicyclo[3.2.1]octan-3-yl)methyl]-3,4-dihydro-1H-isoquinoline-7-carbohydroxamic acid C(C)[C@@H]1N(CC2=CC(=CC(=C2C1)F)C(=O)NO)CC1CC2CCC(C1)N2C